4-methoxy-5-(perfluorononenoyloxy)isophthalic acid COC1=C(C=C(C(=O)O)C=C1OC(C(=C(C(C(C(C(C(C(F)(F)F)(F)F)(F)F)(F)F)(F)F)(F)F)F)F)=O)C(=O)O